6-Isopropoxy-4-(1-piperidinyl)indole-2-carboxylic acid methyl ester COC(=O)C=1NC2=CC(=CC(=C2C1)N1CCCCC1)OC(C)C